(R)-N-(1-(3-(difluoromethyl)-2-fluorophenyl)ethyl)-2-methyl-6-((4-methylpiperazin-1-yl)sulfonyl)pyrido[3,4-d]pyrimidin-4-amine FC(C=1C(=C(C=CC1)[C@@H](C)NC=1C2=C(N=C(N1)C)C=NC(=C2)S(=O)(=O)N2CCN(CC2)C)F)F